1,4,5-hexanetricarbonitrile C(CCC(C(C)C#N)C#N)C#N